OC[C@H]1N(C/C(/C1)=N/OC)C(=O)C1=NC=C(N=C1)C1=C(C=CC=C1)C (S,E)-(2-(Hydroxymethyl)-4-(methoxyimino)pyrrolidin-1-yl)(5-(o-tolyl)pyrazin-2-yl)methanone